2-(5-ethyl-6-(4-(3-hydroxypicolinoyl)piperazin-1-yl)-2-(6-methylpyridin-3-yl)-7-oxo-[1,2,4]triazolo[1,5-a]pyrimidin-4(7H)-yl)-N-(2-methyl-4-(trifluoromethyl)phenyl)acetamide C(C)C=1N(C=2N(C(C1N1CCN(CC1)C(C1=NC=CC=C1O)=O)=O)N=C(N2)C=2C=NC(=CC2)C)CC(=O)NC2=C(C=C(C=C2)C(F)(F)F)C